ClC1=C(C(=O)O)C=C(C=C1C(F)(F)F)[N+](=O)[O-] 2-chloro-5-nitro-3-(trifluoromethyl)benzoic acid